CC1=C(C(=O)O)C=CC(=C1)C1=CC=CC=2N1N=CC2C(=O)N2CCCCC2.N2(CCCCC2)C(=O)C=2C=NN1C2C=CC=C1C1=CC=C(C(=O)OC)C=C1 Methyl 4-(3-(piperidine-1-carbonyl)pyrazolo[1,5-a]Pyridin-7-yl)benzoate [methyl 4-(3-(piperidine-1-carbonyl)pyrazolo[1,5-a]pyridin-7-yl)benzoate]